5-bromo-2-nitropyridin BrC=1C=CC(=NC1)[N+](=O)[O-]